(R)-1-(tert-butoxy)-1-oxopropan-2-yl cyclooctyl fumarate C(\C=C\C(=O)OC1CCCCCCC1)(=O)O[C@@H](C(=O)OC(C)(C)C)C